BrC=1C(=CC(=NC1)N)C(F)F 5-bromo-4-(difluoromethyl)pyridin-2-amine